C1(CC1)N1CCOC=2C1=CC=1C(=CC=NC1C2)OC2=C(C=C(N)C=C2F)F 4-((1-Cyclopropyl-2,3-dihydro-1H-[1,4]oxazino[3,2-g]quinolin-9-yl)oxy)-3,5-difluoroaniline